3-methyl-N-[[(1R,3S)-3-[[6-methyl-5-(6-oxopyridazin-1-yl)-2-pyridyl]amino]cyclopentyl]methyl]isoxazole-5-carboxamide CC1=NOC(=C1)C(=O)NC[C@H]1C[C@H](CC1)NC1=NC(=C(C=C1)N1N=CC=CC1=O)C